C1(CC1)[C@H]([C@@H](O)C1=CC=C(C=C1)F)NC(OC(C)(C)C)=O tert-butyl [(1R,2S)-1-cyclopropyl-2-(4-fluorophenyl)-2-hydroxyethyl]carbamate